NC(CCCCC)O Monoaminohexanol